N-[5-(1H-benzimidazol-2-yl)-1-[(4-methoxyphenyl)methyl]pyrazol-3-yl]-4-[2-[tert-butyl(dimethyl)silyl]oxyethoxy]-3-fluoro-benzamide N1C(=NC2=C1C=CC=C2)C2=CC(=NN2CC2=CC=C(C=C2)OC)NC(C2=CC(=C(C=C2)OCCO[Si](C)(C)C(C)(C)C)F)=O